N-cyano-2,6-dihydroxy-N,5'-dimethyl-4-pentyl-2'-(prop-1-en-2-yl)-[1,1'-biphenyl]-3-carboxamide C(#N)N(C(=O)C=1C(=C(C(=CC1CCCCC)O)C1=C(C=CC(=C1)C)C(=C)C)O)C